phenyl-iodanediyl diacetate C(C)(=O)OI(C1=CC=CC=C1)OC(C)=O